3-(1,4-dioxaspiro[4.5]dec-8-yl)-1H-pyrrolo[2,3-c]pyridine O1CCOC12CCC(CC2)C2=CNC1=CN=CC=C12